1,3-diisocyanato-2-(isocyanatomethyl)-2-methylpropane N(=C=O)CC(CN=C=O)(C)CN=C=O